beta-hydroxybutyric acid (beta-Hydroxybutyrate) OC(CC(=O)O)C.OC(CC(=O)O)C